(E)-(2'-(1,2-bis(4-methoxyphenyl)vinyl)-5'-methyl-[1,1'-biphenyl]-2-yl)diphenylphosphine COC1=CC=C(C=C1)/C(=C\C1=CC=C(C=C1)OC)/C1=C(C=C(C=C1)C)C1=C(C=CC=C1)P(C1=CC=CC=C1)C1=CC=CC=C1